COCC=1N=C2N(N=C(C(=C2)C)N2CC=3C=C(C=NC3CC2)C=2C=NC=CC2C)C(C1)=O 2-(methoxymethyl)-8-methyl-7-(3-(4-methylpyridin-3-yl)-7,8-dihydro-1,6-naphthyridin-6(5H)-yl)-4H-pyrimido[1,2-b]pyridazin-4-one